2,4,6-tris(3',5'-di-tert-butyl-4'-hydroxybenzyl)benzene C(C)(C)(C)C=1C=C(CC2=CC(=CC(=C2)CC2=CC(=C(C(=C2)C(C)(C)C)O)C(C)(C)C)CC2=CC(=C(C(=C2)C(C)(C)C)O)C(C)(C)C)C=C(C1O)C(C)(C)C